NC=1C(=NC(=CC1)C1=CC=CC=C1)NC1=CC=C(CN2CCC(CC2)CC(=O)OC)C=C1 methyl 2-(1-(4-((3-amino-6-phenylpyridin-2-yl)amino)benzyl)piperidin-4-yl)acetate